3-cyano-2-(3-fluoroazetidin-1-yl)benzaldehyde C(#N)C=1C(=C(C=O)C=CC1)N1CC(C1)F